1-methyl-3-vinylimidazolium methyl-sulfate 4-(6-((2,6-dioxopiperidin-3-yl)carbamoyl)pyridin-3-yl)piperazine-1-carboxylate O=C1NC(CCC1NC(=O)C1=CC=C(C=N1)N1CCN(CC1)C(=O)[O-])=O.COS(=O)(=O)[O-].CN1C=[N+](C=C1)C=C.CN1C=[N+](C=C1)C=C